C(#N)C1=CC=C(CCN[C@H](C(=O)NC2=NC=C(C(=C2)F)C=2C=NN(C2)C)C2=CC=CC=C2)C=C1 |r| (S)- and (R)-2-((4-cyanophenethyl)amino)-N-(4-fluoro-5-(1-methyl-1H-pyrazol-4-yl)-pyridin-2-yl)-2-phenylacetamide